COC=1C=C2C(=NC(=NC2=CC1OC)C)NC(C)C=1SC(=CC1)C1=CC=C(C=C1)C=1OC(=NN1)C 6,7-dimethoxy-2-methyl-N-[1-{5-[4-(5-methyl-1,3,4-oxadiazol-2-yl)phenyl]thiophen-2-yl}ethyl]quinazolin-4-amine